3-((tert-butyldimethylsilyl)oxy)pentane-1,5-diyl bis(4,4-bis(((Z)-oct-5-en-1-yl)oxy)butanoate) C(CCC\C=C/CC)OC(CCC(=O)OCCC(CCOC(CCC(OCCCC\C=C/CC)OCCCC\C=C/CC)=O)O[Si](C)(C)C(C)(C)C)OCCCC\C=C/CC